COC(CCCOC)=O 4-methoxybutanoic acid methyl ester